5-(piperidin-2-ylmethoxy)benzamide N1C(CCCC1)COC=1C=CC=C(C(=O)N)C1